FC1=C(C=C2C=CC(N(C2=C1)C1=C(C=C(C(=C1)F)C1C(C1)C(F)(F)F)OC)=O)S(=O)(=O)N(CC1=CC=C(C=C1)OC)C1=NOC=C1 (P)-7-fluoro-1-(5-fluoro-2-methoxy-4-(2-(trifluoromethyl)cyclopropyl)phenyl)-N-(isoxazol-3-yl)-N-(4-methoxybenzyl)-2-oxo-1,2-dihydroquinoline-6-sulfonamide